CC1(OC2=C(C1)C=C(C=C2)CO)C (2,2-dimethyl-2,3-dihydrobenzofuran-5-yl)methanol